((3-(4-((1H-imidazol-1-yl)methyl)-2-cyanophenyl)-5-isobutylthiophen-2-yl)sulfonyl)carbamic acid N1(C=NC=C1)CC1=CC(=C(C=C1)C1=C(SC(=C1)CC(C)C)S(=O)(=O)NC(O)=O)C#N